2-(4-chlorophenyl)-3-(4-chlorophenyl)-6-(1,2-dihydroxypropan-2-yl)isoindolin-1-one ClC1=CC=C(C=C1)N1C(C2=CC(=CC=C2C1C1=CC=C(C=C1)Cl)C(CO)(C)O)=O